C(C)(=O)O[C@@H]1[C@H](O[C@H]([C@@H]([C@H]1OC(C)=O)OC(C)=O)C#CC1=C(C=CC(=C1)[N+](=O)[O-])CO)C(=O)[O-] (2S,3S,4R,5S,6S)-3,4,5-triacetoxy-6-[2-[2-(hydroxymethyl)-5-nitro-phenyl]ethynyl]tetrahydropyran-2-carboxylate